N1=CN=C2NC=NC2=C1C=1C(=NC=CC1)NC=1C=C(C(=O)NC=2C=NC=C(C2)C(F)(F)F)C=CC1C 3-((3-(9H-purin-6-yl)pyridin-2-yl)amino)-4-methyl-N-(5-(trifluoromethyl)pyridin-3-yl)benzamide